CNC=1C=2N=CN([C@H]3[C@H](OC)[C@H](O)[C@@H](CO)O3)C2N=CN1 N6,2'-O-di-methyladenosine